Trimethylolpropane Tri-acrylate C(C=C)(=O)O.C(C=C)(=O)O.C(C=C)(=O)O.C(O)C(CC)(CO)CO